2,6-Difluoro-3-(1-methyl-6-(9-methyl-1-oxa-4,9-diazaspiro[5.5]undecan-4-yl)-1H-pyrazolo[3,4-d]pyrimidin-3-yl)-5-(trifluoromethyl)phenol FC1=C(C(=C(C=C1C1=NN(C2=NC(=NC=C21)N2CCOC1(C2)CCN(CC1)C)C)C(F)(F)F)F)O